FC(C=1C=C(C=CC1)B(O)O)(F)F (3-trifluoromethylphenyl)boronic acid